N-(5-(3-(5-acetamido-1,3,4-thiadiazol-2-yl)piperidin-1-yl)-1,3,4-thiadiazol-2-yl)-2-(3-(trifluoromethoxy)phenyl)acetamide C(C)(=O)NC1=NN=C(S1)C1CN(CCC1)C1=NN=C(S1)NC(CC1=CC(=CC=C1)OC(F)(F)F)=O